BrCC(=O)C1=CC(=CC(=C1)OCC1=CC=CC=C1)OCC1=CC=CC=C1 2-bromo-3',5'-dibenzyloxyacetophenone